(S)-6-(2-amino-5-(2-fluoro-4-(2-methylpiperidin-1-yl)phenyl)pyridin-3-yl)-3,4-dihydroisoquinolin-1(2H)-one NC1=NC=C(C=C1C=1C=C2CCNC(C2=CC1)=O)C1=C(C=C(C=C1)N1[C@H](CCCC1)C)F